C[C@@H]1N(C[C@@H](CC1)C1=NC(=CC(=N1)NC=1C=NC=C(C1)C)C1=C2C(=CN=C1)NN=C2)C(C)=O |r| (+/-)-cis-1-(2-methyl-5-(4-((5-methylpyridin-3-yl)amino)-6-(1H-pyrazolo[3,4-c]pyridin-4-yl)pyrimidin-2-yl)piperidin-1-yl)ethan-1-one